C(C)(C)(C)O[C@H](C(=O)OCC)C1=C(C2=C(N=C(S2)C=2C=C3C(=NN(C3=CC2)C)C2CCNCC2)C=C1C)C1=CC=C(C=C1)Cl ethyl (S)-2-(tert-butoxy)-2-(7-(4-chlorophenyl)-5-methyl-2-(1-methyl-3-(piperidin-4-yl)-1H-indazol-5-yl)benzo[d]thiazol-6-yl)acetate